Cyclododecyl methacrylat C(C(=C)C)(=O)OC1CCCCCCCCCCC1